(1R)-1-{5-[6-(2,2,2-Trifluoroethoxy)pyridin-3-yl]-1,2,4-oxadiazol-3-yl}-6-azaspiro[2.5]octan-6-sulfonamid FC(COC1=CC=C(C=N1)C1=NC(=NO1)[C@@H]1CC12CCN(CC2)S(=O)(=O)N)(F)F